COC1=CC=C(CN2C(CN(C3=CC=CC=C23)C2=CC=C(C=C2)C(F)(F)F)CN2C(C3=CC=CC=C3C2=O)=O)C=C1 2-((1-(4-methoxybenzyl)-4-(4-(trifluoromethyl)phenyl)-1,2,3,4-tetrahydroquinoxalin-2-yl)methyl)isoindoline-1,3-dione